FC1=CC=2C(N3C(=NC2C=C1)C(CC3)=CC=3C=NN(C3)C)=O 7-fluoro-3-((1-methyl-1H-pyrazol-4-yl)methylene)-2,3-dihydropyrrolo[2,1-b]quinazolin-9(1H)-one